CN(CC(=O)O)CC(=O)O.C1(CCC1)B(O)O cyclobutylboronic acid methyliminodiacetate